(R)-N-(3-(1-((6-amino-[3,3'-bipyridin]-5-yl)oxy)ethyl)phenyl)-3-(dimethylamino)-4-methylbenzamide NC1=C(C=C(C=N1)C=1C=NC=CC1)O[C@H](C)C=1C=C(C=CC1)NC(C1=CC(=C(C=C1)C)N(C)C)=O